4-oxochroman-3-yl propionate C(CC)(=O)OC1COC2=CC=CC=C2C1=O